4'-[5-[[3-[(Cyclopropyl-amino)methyl]phenyl]amino]-1H-pyrazol-3-yl]-[1,1'-biphenyl]-2,4-diol C1(CC1)NCC=1C=C(C=CC1)NC1=CC(=NN1)C1=CC=C(C=C1)C=1C(=CC(=CC1)O)O